(R)-2-((5-(2-(6-((2-ethoxyethyl)(methyl)amino)-2-methylhex-3-yl)-2,6-diazaspiro[3.4]oct-6-yl)-1,2,4-triazin-6-yl)oxy)-N-ethyl-5-fluoro-N-isopropylbenzamide C(C)OCCN(CCC[C@H](C(C)C)N1CC2(C1)CN(CC2)C=2N=CN=NC2OC2=C(C(=O)N(C(C)C)CC)C=C(C=C2)F)C